ClC=1C=C2C(=C(NC2=CC1)C(=O)OCC)C=1N=NN(C1)CC1CCN(CC1)CCNS(=O)(=O)C1=CC=C(C=C1)C(F)(F)F Ethyl 5-chloro-3-(1-((1-(2-((4-(trifluoromethyl)phenyl)sulfonamido)ethyl)piperidin-4-yl)methyl)-1H-1,2,3-triazol-4-yl)-1H-indol-2-carboxylat